FC(C=1C=C(C=CC1)B(O)O)(F)F (3-(Trifluoromethyl)-phenyl)boronic acid